FC1=CC(=CC2=C1OCCO2)S(=O)(=O)Cl 8-fluoro-2,3-dihydrobenzo[b][1,4]dioxin-6-sulfonyl chloride